3-(2-bromo-6-nitrophenyl)-N,N-dimethylacrylamide BrC1=C(C(=CC=C1)[N+](=O)[O-])C=CC(=O)N(C)C